C(C)(C)(C)C1=CC(=NN1)NC([C@H](C)C1=NN(C=C1)C1=CC(=CC=C1)Cl)=O (R)-N-(5-(tert-butyl)-1H-pyrazol-3-yl)-2-(1-(3-chlorophenyl)-1H-pyrazol-3-yl)propanamide